3H,7H-furo[3,4-f]pyrrolo[3,4-b][1,4,5]oxathiazepine C=1OCC2=NSC=3C(OC21)=CNC3